COC(=O)C1=CC=NC2=CC=C(C=C12)N1CC(C1)C(C)(F)F 6-(3-(1,1-difluoroethyl)azetidin-1-yl)quinoline-4-carboxylic acid methyl ester